C(C1=CC=CC=C1)OC1=CC(=C(C=C1OCC1=CC=CC=C1)/C=C/C(=O)C1=C(C=C(C=C1O)OCC1=CC=CC=C1)OCC1=CC=CC=C1)F (E)-3-(4,5-bis(benzyloxy)-2-fluorophenyl)-1-(2,4-bis(benzyloxy)-6-hydroxyphenyl)prop-2-en-1-one